4-(methacryloyloxy)piperidine-1-carboxylate C(C(=C)C)(=O)OC1CCN(CC1)C(=O)[O-]